5-fluoro-1-methylbenzo[d][1,3,2]thiaselenazol-1-one FC=1C=CC2=C([Se]NS2(=O)C)C1